FC1CCN(CC1)C1=C(C=NC=C1)[N+](=O)[O-] 4-(4-fluoropiperidin-1-yl)-3-nitropyridine